O(C1=CC=CC=C1)C1=CC=C2NC=3CCCCC3C(C2=C1)=O 7-phenoxy-1,2,3,4,9,10-hexahydroacridin-9-one